2-(2,6-difluorophenyl)-N-[4-(4-fluoro-1H-pyrazol-1-yl)-3-sulfamoylphenyl]propanamide FC1=C(C(=CC=C1)F)C(C(=O)NC1=CC(=C(C=C1)N1N=CC(=C1)F)S(N)(=O)=O)C